FC=1C=C(C(=NC1)C)[N+](=O)[O-] 5-fluoro-2-methyl-3-nitro-pyridine